4-cyclopropyl-6-(3-fluorobenzyl)-N2-methylpyridine-2,4-dicarboxamide C1(CC1)C1(CC(=NC(=C1)CC1=CC(=CC=C1)F)C(=O)NC)C(=O)N